FC1(CCN(CC1)C1=CN=CC(=N1)C=1N=NN(C1)C1=C(C=C(C=C1)NS(=O)(=O)CCO)N1CCC(CC1)C)F N-(4-(4-(6-(4,4-difluoropiperidin-1-yl)pyrazin-2-yl)-1H-1,2,3-triazol-1-yl)-3-(4-methylpiperidin-1-yl)phenyl)-2-hydroxyethane-1-sulfonamide